Trans-1,1,2,3,4,4,4-heptafluoro-2-butene FC(C(=C(C(F)(F)F)F)F)F